BrC1=CC=C(C=C1)C(CSC1=CC(=CC=C1)OC)=O 1-(4-bromophenyl)-2-(3-methoxyphenylthio)ethanone